BrC1=C(C=CC=C1)C=1CN(CC1C(NCC1=CC=C(C=C1)Cl)=O)C(=O)OC(C)(C)C tert-Butyl 3-(2-bromophenyl)-4-((4-chlorobenzyl)carbamoyl)-2,5-dihydro-1H-pyrrole-1-carboxylate